(1R,2R,3S,4S,6R)-4-(4-chloro-3-(4-ethoxybenzyl)phenyl)-5,5-difluoro-6-(hydroxymethyl)cyclohexane-1,2,3-triol ClC1=C(C=C(C=C1)[C@H]1[C@@H]([C@H]([C@@H]([C@H](C1(F)F)CO)O)O)O)CC1=CC=C(C=C1)OCC